silicon iron-nickel [Ni].[Fe].[Si]